3-amino-5-chloropyrazine-2-thiol sodium salt [Na].NC=1C(=NC=C(N1)Cl)S